ONC(=O)C=1C=C(C=CC1)NC1=NC2=C(N1)C=C(C(=C2)C(F)(F)F)C=2C=C(C(=O)N(C)C)C=CC2 3-(2-((3-(hydroxycarbamoyl)phenyl)amino)-5-(trifluoromethyl)-1H-benzo[d]imidazol-6-yl)-N,N-dimethylbenzamide